C1(CCCC2=CC=CC=C12)(C(=O)O)C(=O)O tetralinedicarboxylic acid